C(#N)C=1C=C(C=CC1F)NC(=O)N[C@H](C)C1=CNC(C2=CC(=C(C=C12)F)F)=O (R)-1-(3-cyano-4-fluorophenyl)-3-(1-(6,7-difluoro-1-oxo-1,2-dihydroisoquinolin-4-yl)ethyl)urea